N-dimethyl-lysine CN(C)CCCC[C@@H](C(=O)O)N